Cl.ClC1=NC(=NC(=N1)N(CC)CC)N(CC)CC chlorazine hydrochloride